CC1=CC=C(C=C1)N(CCO)CCO 2,2'-(4-methylphenylimino)diethanol